C(#N)CN1N=CC(=C1)OB(O)O (1-(cyanomethyl)-1H-pyrazol-4-yl)boric acid